COC1=C2C(NC(=NC2=CC(=C1)OC)C1=CC=C(C=C1)N1CCC(CC1)CN1C2CN(CC1C2)C=2C=C1C(N(C(C1=CC2F)=O)C2C(NC(CC2)=O)=O)=O)=O 5-(6-((1-(4-(5,7-dimethoxy-4-oxo-3,4-dihydroquinazolin-2-yl)phenyl)piperidin-4-yl)methyl)-3,6-diazabicyclo[3.1.1]heptan-3-yl)-2-(2,6-dioxopiperidin-3-yl)-6-fluoroisoindoline-1,3-dione